5-bromo-1,3-dihydro-2-benzothiophene-2-oxide BrC1=CC2=C(CS(C2)=O)C=C1